BrCC1CN(C1)C(=O)OC(C)(C)C tert-butyl 3-(bromomethyl)-azetidine-1-carboxylate